OCCCOCCNC(OC(C)(C)C)=O tert-butyl N-[2-(3-hydroxypropoxy)ethyl]carbamate